N1(C[C@@H](CC1)C(=O)OC(C)(C)C)C(=O)OCC1=CC=CC=C1 1-Benzyl 3-(tert-butyl) (R)-pyrrolidine-1,3-dicarboxylate